5-chloro-5-chloromethyl-4,5-dihydrothiazole ClC1(CN=CS1)CCl